FC=1C=C2C(=CNC(C2=CC1F)=O)[C@@H](C)N(C(=O)NCC1=CC(=C(C=C1)F)F)C (R)-1-(1-(6,7-difluoro-1-oxo-1,2-dihydroisoquinolin-4-yl)ethyl)-3-(3,4-difluorobenzyl)-1-methylurea